2-(BOC-amino)-2-phenylethylamine C(=O)(OC(C)(C)C)NC(CN)C1=CC=CC=C1